C(C)(=O)OC1=C(C=C(C=C1)Cl)C(NC1=C(C=C(C=C1)[N+](=O)[O-])Cl)=O 4-chloro-2-((2-chloro-4-nitrophenyl)carbamoyl)phenyl acetate